(1R,3R)-3-(3-chloro-4-cyanophenoxy)cyclopentane-1-carboxylic acid ClC=1C=C(O[C@H]2C[C@@H](CC2)C(=O)O)C=CC1C#N